C(C)OC1(CCN(CC1)C(=O)OC(C)(C)C)C tert-butyl 4-ethoxy-4-methylpiperidine-1-carboxylate